Cl.ClC1=C(CCN2C[C@@H](CC2)CN)C(=CC=C1Cl)OCC (S)-(1-(2,3-dichloro-6-ethoxyphenethyl)pyrrolidin-3-yl)methanamine hydrochloride